C(C)(C)(C)OC(=O)NC/C(/COC1=CC=2C3=C(NC2C=C1)CCN(C3)C(=O)OC(C)(C)C)=C\F Tert-butyl 8-[(E)-2-[(tert-butoxycarbonylamino) methyl]-3-fluoro-allyloxy]-1,3,4,5-tetrahydropyrido[4,3-b]indole-2-carboxylate